C(C1=CC=CC=C1)OC1=C(C=C2C(=NC=NC2=C1)NC1=C(C=C(C=C1)OC1=NN(C=C1)C(NC(C)(C)C)=O)F)OC1CCN(CC1)C(=O)OC(C)(C)C tert-Butyl 4-{[7-(benzyloxy)-4-(4-{[1-(tert-butylcarbamoyl)-1H-pyrazol-3-yl]oxy}-2-fluoroanilino)quinazolin-6-yl]oxy}piperidine-1-carboxylate